di(16-methyl-1-heptadecyl) sebacate C(CCCCCCCCC(=O)OCCCCCCCCCCCCCCCC(C)C)(=O)OCCCCCCCCCCCCCCCC(C)C